9-hydroxy-4-phenyl-pyrrolo[3,4-c]carbazole-1,3(2H,6H)-dione OC1=CC=2C=3C4=C(C(=CC3NC2C=C1)C1=CC=CC=C1)C(NC4=O)=O